CC(CCCCC=C)(C)C trimethyl-heptene